FC(OC1=NC(=CC=C1NC(=O)C1(CN(C1)C=1OC=C(N1)C(=O)O)C1=C(C=CC=C1)C1CCOCC1)C)F 2-(3-((2-(difluoromethoxy)-6-methylpyridin-3-yl)carbamoyl)-3-(2-(tetrahydro-2H-pyran-4-yl)phenyl)azetidin-1-yl)oxazole-4-carboxylic acid